N-[4-(3-bromophenoxy)-3-sulfamoylphenyl]-2-(2-chlorophenyl)acetamide BrC=1C=C(OC2=C(C=C(C=C2)NC(CC2=C(C=CC=C2)Cl)=O)S(N)(=O)=O)C=CC1